ClC1=CC=C2C=CN(C(C2=C1)=O)CC(=O)OC(C)(C)C tert-Butyl 2-(7-chloro-1-oxoisoquinolin-2(1H)-yl)acetate